4-[5-[(1S)-2-amino-1-hydroxyethyl]pyrimidin-2-yl]-3-(5-cyclopropyl-2-propan-2-ylpyrazol-3-yl)oxybenzonitrile NC[C@@H](O)C=1C=NC(=NC1)C1=C(C=C(C#N)C=C1)OC=1N(N=C(C1)C1CC1)C(C)C